FC(CN1N=CC=2C1=NC(=CN2)N2CC1(CN(C1)C(=O)C=1C=NC(=NC1)C(F)(F)F)CC2)F 6-[1-(2,2-difluoroethyl)-1H-pyrazolo[3,4-b]pyrazin-6-yl]-2-[2-(trifluoromethyl)pyrimidine-5-carbonyl]-2,6-diazaspiro[3.4]octane